5-chloro-1'-{2-[(2-methanesulfonyl-2,3-dihydro-1H-isoindol-5-yl)oxy]ethyl}-1,2-dihydrospiro[indole-3,4'-piperidin]-2-one ClC=1C=C2C(=CC1)NC(C21CCN(CC1)CCOC=1C=C2CN(CC2=CC1)S(=O)(=O)C)=O